5-chloro-2-((4-fluoro-2-methylphenyl)-amino)-N-(6-methoxy-2-methylpyridin-3-yl)-6-methylnicotinamide ClC=1C(=NC(=C(C(=O)NC=2C(=NC(=CC2)OC)C)C1)NC1=C(C=C(C=C1)F)C)C